tert-butyl (2R,3R,5S)-3-[(tert-butyldimethylsilyl)oxy]-5-(hydroxymethyl)-2-methylpyrrolidine-1-carboxylate [Si](C)(C)(C(C)(C)C)O[C@H]1[C@H](N([C@@H](C1)CO)C(=O)OC(C)(C)C)C